N,N-di-n-propyl-N-(octenyl)amine C(CC)N(C=CCCCCCC)CCC